COC=1N=C(SC1)[Zn] (4-Methoxythiazol-2-yl)zinc